C(C)(C)(C)NC(=O)C1=NC=CC=C1C N-(tert-butyl)-3-methylpyridinamide